C(CCCCCCC\C=C/C\C=C/CCCCC)OC(C(C)OCCCCCCCC\C=C/C\C=C/CCCCC)N(C)C 1,2-Dilinoleyloxy-N,N-dimethylaminopropan